2,2'-(benzylazanediyl)bis(propan-1-ol) C(C1=CC=CC=C1)N(C(CO)C)C(CO)C